(2S)-2-Amino-4-[5-[bis(2-chloroethyl)amino]-1-phenyl-benzimidazol-2-yl]butanoic acid N[C@H](C(=O)O)CCC1=NC2=C(N1C1=CC=CC=C1)C=CC(=C2)N(CCCl)CCCl